(E)-tert-butyl 2-oxo-3-(3-(4,4,5,5-tetramethyl-1,3,2-dioxaborolan-2-yl)allyl)-2,3-dihydro-1H-benzo[d]imidazole-1-carboxylate O=C1N(C2=C(N1C(=O)OC(C)(C)C)C=CC=C2)C\C=C\B2OC(C(O2)(C)C)(C)C